6-(2-(methoxymethoxy)-4-(1-(tetrahydro-2H-pyran-2-yl)-1H-pyrazol-4-yl)phenyl)-3-(methylsulfanyl)-1,2,4-triazine COCOC1=C(C=CC(=C1)C=1C=NN(C1)C1OCCCC1)C1=CN=C(N=N1)SC